7-(diethylamino)-2-oxo-2H-1-benzopyran-3,4-dicarboxylic acid C(C)N(C1=CC2=C(C(=C(C(O2)=O)C(=O)O)C(=O)O)C=C1)CC